3-(4-Hydroxyphenyl)-4-(4-(4-isopropylpiperazin-1-yl)phenyl)-2H-thiochromen-7-ol OC1=CC=C(C=C1)C=1CSC2=CC(=CC=C2C1C1=CC=C(C=C1)N1CCN(CC1)C(C)C)O